7-bromo-8-fluoro-2-(2-fluorophenyl)quinoline BrC1=CC=C2C=CC(=NC2=C1F)C1=C(C=CC=C1)F